C(C1=CC=CC=C1)OC(C)OC(=O)C1C2C=CC(C1C(=O)OC(C)OCC1=CC=CC=C1)C2 2,3-bis(1-benzyloxyethoxycarbonyl)-5-norbornene